methyl N6-(4-(((3R,4R)-1-(2-cyanoacetyl)-4-methylpiperidin-3-yl)(methyl)amino)-7H-pyrrolo[2,3-d]pyrimidine-7-carbonyl)lysinate C(#N)CC(=O)N1C[C@@H]([C@@H](CC1)C)N(C=1C2=C(N=CN1)N(C=C2)C(=O)NCCCC[C@H](N)C(=O)OC)C